3-{imidazo[1,2-a]pyridine-5-sulfonyl}-1-{8-[5-(trifluoromethyl)pyridin-2-yl]-3,8-diazabicyclo[3.2.1]octan-3-yl}propan-1-one N=1C=CN2C1C=CC=C2S(=O)(=O)CCC(=O)N2CC1CCC(C2)N1C1=NC=C(C=C1)C(F)(F)F